CN(CC(=O)O)C1=CC=CC=C1 (+)-methyl-phenyl-glycine